((1S,6R,7R)-7-(2,5-difluorophenyl)-3-(6-(1-methyl-1H-benzo[d]imidazol-6-yl)pyrido[2,3-b]pyrazin-2-yl)-3-azabicyclo[4.1.0]heptan-7-yl)methanamine FC1=C(C=C(C=C1)F)[C@]1([C@@H]2CCN(C[C@H]12)C=1N=C2C(=NC1)N=C(C=C2)C=2C=CC1=C(N(C=N1)C)C2)CN